FC1=CC=C2CC3(CCN(CC3)C3=NC4=C(C=5N3C=CN5)C(=NN4CC4=CC=C(C=C4)OC)I)[C@@H](C2=C1)N (S)-6-fluoro-1'-(9-iodo-7-(4-methoxybenzyl)-7H-imidazo[1,2-c]pyrazolo[4,3-e]pyrimidin-5-yl)-1,3-dihydrospiro[indene-2,4'-piperidin]-1-amine